2-(2-hydroxy-5-tert-butylphenyl)benzotriazole OC1=C(C=C(C=C1)C(C)(C)C)N1N=C2C(=N1)C=CC=C2